heptan-2-yl 2-hydroxybenzoate OC1=C(C(=O)OC(C)CCCCC)C=CC=C1